Br[C@H](C(=O)OCC1=CC=CC=C1)F (R)-benzyl 2-bromo-2-fluoroacetate